ClC1=C(C(=CC=C1Cl)F)C1(CN(CC1)C(C=C)=O)NC1=CC=C2C3(C(N(C2=C1)C)=O)CC3 6'-{[3-(2,3-dichloro-6-fluorophenyl)-1-(prop-2-enoyl)pyrrolidin-3-yl]amino}-1'-methylspiro[cyclopropane-1,3'-indol]-2'-one